7-chloro-5-(2-isopropylphenyl)imidazo[1,2-a]Quinoxaline-4(5H)-on ClC=1C=C2N(C(C=3N(C2=CC1)C=CN3)=O)C3=C(C=CC=C3)C(C)C